FC1=C(C(=CC=C1)F)C(CCO)O (2,6-difluorophenyl)-1,3-propylene glycol